FC(OC=1C=C2NC(C=3N(C2=C(C1C1=C2C=CN(C2=CC(=C1)F)CCOC)F)C(=NN3)C)(C)C)F 7-(Difluoro-methoxy)-9-fluoro-8-[6-fluoro-1-(2-methoxy-ethyl)-1H-indol-4-yl]-1,4,4-trimethyl-5H-[1,2,4]triazolo[4,3-a]quinoxaline